FC1=C(C=C(C=C1)F)[C@@H]1N(CCC1)C1=NC=2N(C=C1)N=CC2NC(=S)N[C@H]2[C@@H](C2)O 1-(5-((R)-2-(2,5-difluorophenyl)pyrrolidin-1-yl)pyrazolo[1,5-a]pyrimidin-3-yl)-3-((1R,2R)-2-hydroxycyclopropyl)thiourea